C(CC(C)OC1=CC2=C([Se]C(=C2)C(CCC(=O)O)=O)C=C1OC)OC1=CC2=C([Se]C(=C2)C(CCC(=O)O)=O)C=C1OC 4,4'-((butane-1,3-diylbis(oxy))bis(6-methoxybenzo[b]selenophen-5,2-diyl))bis(4-oxobutanoic acid)